2-(octadeca-6,12-diyn-1-yloxy)tetrahydro-2H-pyran 4,4,4-trifluorobutyl-trifluoromethanesulfonate FC(CCCOS(=O)(=O)C(F)(F)F)(F)F.C(CCCCC#CCCCCC#CCCCCC)OC1OCCCC1